tert-Butyl (4-(5-amino-2-fluorophenyl)thiazol-2-yl)(3-(trifluoromethyl)phenyl)carbamate NC=1C=CC(=C(C1)C=1N=C(SC1)N(C(OC(C)(C)C)=O)C1=CC(=CC=C1)C(F)(F)F)F